N[Ge](CC)(CC)N Bis(amino)diethyl-germanium